samarium praseodymium nickel oxide [Ni]=O.[Pr].[Sm]